4-{[(1S)-2-hydroxy-1-phenylethyl]Amino}pyrimidine-5-carboxamide OC[C@H](C1=CC=CC=C1)NC1=NC=NC=C1C(=O)N